dihydro-1,4-benzodiazepin-5-one C1C=NC(=O)C2=CC=CC=C2N1